C(C)C1(C(NC(C(C1C1=C(C(=CC=C1)F)C1C(C1)(F)F)(C(=O)[O-])C)CF)COC(C)=O)C(=O)[O-] 3-Ethyl-5-methyl-2-(acetoxymethyl)-4-(2-(2,2-difluorocyclopropyl)-3-fluorophenyl)-6-(fluoromethyl)-1,4-dihydropyridine-3,5-dicarboxylate